octahydro-4,7-methano-1H-inden-5-yl acetate C(C)(=O)OC1C2C3CCCC3C(C1)C2